C(CCCCCCCCCCCCCCC(C)C)(=O)O.OCC(O)CO.OCC(O)CO Diglycerol isostearate